FC(C(C(C(F)(F)F)(F)F)F)(F)F 1,1,1-trifluoro-2-fluoro-3,3-difluoro-4,4,4-trifluorobutane